(4-Bromo-2,3-dihydrobenzofuran-2-yl)methanol BrC1=CC=CC2=C1CC(O2)CO